2-(6-(((1R,2S,3S,5S)-2-fluoro-1,5-dimethyl-8-azabicyclo[3.2.1]octan-3-yl)(methyl)amino)pyridazin-3-yl)-5-(2-methoxypyridin-4-yl)phenol F[C@@H]1[C@]2(CC[C@@](C[C@@H]1N(C1=CC=C(N=N1)C1=C(C=C(C=C1)C1=CC(=NC=C1)OC)O)C)(N2)C)C